(R,E)-N-(3-(5-fluoro-4-(m-tolylamino)pyrimidin-2-ylamino)phenyl)-4-(3-hydroxypyrrolidin-1-yl)but-2-enamide FC=1C(=NC(=NC1)NC=1C=C(C=CC1)NC(\C=C\CN1C[C@@H](CC1)O)=O)NC=1C=C(C=CC1)C